CNS(=O)(=O)C1=CC=C(S1)C(=O)NCC1=CC=C(C=C1)OCC(F)(F)F 5-(N-methylsulfamoyl)-N-(4-(2,2,2-trifluoroethoxy)benzyl)thiophene-2-carboxamide